2,6-dimethyl-3-(4-(methylsulfonyl)benzyl)-1H-pyrrolo[3,2-c]Pyridine CC1=C(C=2C=NC(=CC2N1)C)CC1=CC=C(C=C1)S(=O)(=O)C